tert-butyl N-[[4-[[2-(tert-butoxycarbonylamino)-5-(3-pyridyl)phenyl]carbamoyl]phenyl]-cyclopropyl-oxo-sulfanylidene]carbamate C(C)(C)(C)OC(=O)NC1=C(C=C(C=C1)C=1C=NC=CC1)NC(=O)C1=CC=C(C=C1)S(=NC(OC(C)(C)C)=O)(=O)C1CC1